5-CHLORO-1-ETHYL-3-(PROPAN-2-YL)-1H-PYRAZOLE-4-CARBALDEHYDE ClC1=C(C(=NN1CC)C(C)C)C=O